O1CCN(CC1)C1=NC=CC=C1C1=CC=2C(=NC=CC2C=2C=C3C(=NNC3=CC2)N)N1 5-(2-(2-morpholinopyridin-3-yl)-1H-pyrrolo[2,3-b]pyridin-4-yl)-1H-indazol-3-amine